2-[5-(difluoromethoxy)pyridin-2-yl]-4-(2-methoxyphenyl)-2,3-dihydro-1H-pyrrolo[3,4-c]pyridin-1-one FC(OC=1C=CC(=NC1)N1CC=2C(=NC=CC2C1=O)C1=C(C=CC=C1)OC)F